BrC1=CC(NC=2N=C(N=C(C21)O)C)=O bromo-4-hydroxy-2-methyl-7H,8H-pyrido[2,3-d]pyrimidin-7-one